NC(C(=O)NCC(NC=1SC2=C(N1)C=CC(=C2)OC(F)(F)F)=O)(C)C 2-amino-2-methyl-N-(2-oxo-2-((6-(trifluoromethoxy)benzo[d]thiazol-2-yl)amino)ethyl)propanamide